ethyl 2-(4-isopropoxyphenyl)-4-methylpyrimidine-5-carboxylate C(C)(C)OC1=CC=C(C=C1)C1=NC=C(C(=N1)C)C(=O)OCC